tert-butyl 2-(methylsulfonamidomethyl)-7,8-dihydro-4H-pyrazolo[1,5-a][1,4]diazepine-5(6H)-carboxylate CS(=O)(=O)NCC1=NN2C(CN(CCC2)C(=O)OC(C)(C)C)=C1